ethylhexyne C(C)C#CCCCC